chromen-8-carboxylic acid O1CC=CC2=CC=CC(=C12)C(=O)O